C(C)(C)(C)OC(=O)N[C@@H](CCC(N)=O)C(=O)O N-(tertbutoxycarbonyl)-L-glutamine